Glyceryl tri(2-ethylhexanoate) CCCCC(CC)C(=O)OCC(COC(=O)C(CC)CCCC)OC(=O)C(CC)CCCC